Benzimidazole-5-carboxylic acid isopropyl ester C(C)(C)OC(=O)C1=CC2=C(N=CN2)C=C1